4-bromo-N-(3,3-difluorocyclobutyl)-2-nitroaniline BrC1=CC(=C(NC2CC(C2)(F)F)C=C1)[N+](=O)[O-]